NC(=O)C1=CC=CC2=CN(N=C12)C1=CC=C(CN2C(CCC2)=O)C=C1 N-{4-[7-(aminocarbonyl)-2H-indazole-2-yl]benzyl}-2-oxopyrrolidine